4-((4-ethoxycyclohexyl)methoxy)-5-fluoro-N-(4-morpholinophenyl)pyrimidin-2-amine C(C)OC1CCC(CC1)COC1=NC(=NC=C1F)NC1=CC=C(C=C1)N1CCOCC1